2-(trans-4-((2-(4-chloro-2-fluorobenzyl)pyrimidin-4-yl)oxy)cyclohexyl)acetic acid ClC1=CC(=C(CC2=NC=CC(=N2)O[C@@H]2CC[C@H](CC2)CC(=O)O)C=C1)F